2-ethylhexyl acrylate ethylhexyl-methacrylate C(C)C(=C(C(=O)O)C)CCCCCC.C(C=C)(=O)OCC(CCCC)CC